2,4-Diamino-6-hydroxypyrimidine NC1=NC(=CC(=N1)N)O